N-(4-(2-aminopyrimidin-4-yl)-2-methylbenzyl)-2-(tetrahydro-furan-2-yl)thiazole-5-carboxamide NC1=NC=CC(=N1)C1=CC(=C(CNC(=O)C2=CN=C(S2)C2OCCC2)C=C1)C